FC=1C=C(OC2=CC(=NC=C2)C(=O)NC)C=CC1NC(=O)NC1=CC=C(C=C1)C(C(F)(F)F)(F)F 4-(3-fluoro-4-(3-(4-(perfluoroethyl)phenyl)ureido)phenoxy)-N-methylpicolinamide